BrC=1C(=CC=C2N=CC(=NC12)C=1C=NN(C1)CC1CCN(CC1)C(=O)OC(C)(C)C)O tert-Butyl 4-((4-(8-bromo-7-hydroxyquinoxalin-2-yl)-1H-pyrazol-1-yl)methyl)piperidine-1-carboxylate